C(C1=CC=CC=C1)OC=1C=C(C=CC1)C1=CNC2=NC=CC=C21 3-(3-(benzyloxy)phenyl)-1H-pyrrolo[2,3-b]pyridine